C(#N)C(C(=O)OCC)C1=C(C=C(C=C1)[N+](=O)[O-])F ethyl 2-cyano-2-(2-fluoro-4-nitrophenyl)acetate